N-(2,4-Dimethyl-6-morpholin-4-yl-pyridin-3-yl)-3,3-dimethyl-butyramide CC1=NC(=CC(=C1NC(CC(C)(C)C)=O)C)N1CCOCC1